N-Cyclopropyl-N-((4aS,6S)-4a-(4-fluoropicolinoyl)-1-(6-fluoropyridin-3-yl)-4,4a,5,6,7,8-hexahydro-1H-benzo[f]indazol-6-yl)-1-methyl-1H-pyrazole-4-sulfonamide C1(CC1)N(S(=O)(=O)C=1C=NN(C1)C)[C@H]1CCC=2[C@](CC=3C=NN(C3C2)C=2C=NC(=CC2)F)(C1)C(C1=NC=CC(=C1)F)=O